FC1=CC(=CC2=C1N=C(O2)C2=NCCC1=C2N=CN1)F 4-(4,6-difluorobenzo[d]oxazol-2-yl)-6,7-dihydro-1H-imidazo[4,5-c]pyridin